2-(3-fluoro-5-isopropyl-2-methoxyphenyl)-2-((2S,3S)-2-methyl-3-(methyl(5-(5,6,7,8-tetrahydro-1,8-naphthyridin-2-yl)pentyl)amino)pyrrolidin-1-yl)acetic acid FC=1C(=C(C=C(C1)C(C)C)C(C(=O)O)N1[C@H]([C@H](CC1)N(CCCCCC1=NC=2NCCCC2C=C1)C)C)OC